ClC1=C(C=CC=C1)[C@H](C)OC=1C=NC(=NC1)C(=O)N[C@H](C)\C=C\S(=O)(=O)C 5-((S)-1-(2-Chlorophenyl)ethoxy)-N-((R,E)-4-(methylsulfonyl)but-3-en-2-yl)pyrimidine-2-carboxamide